CNS(=O)(=O)C=1C=NC(=C(C1)C=1N=CN(C1)C)N[C@@H](C)C1=CC=CC=C1 N-Methyl-5-(1-methylimidazol-4-yl)-6-[[(1S)-1-phenylethyl]amino]pyridine-3-sulfonamide